tert-butyl N-[2-[[2-[[3-[[3-[(1S)-1-[(4-methyl-1,2,4-triazol-3-yl)sulfanyl]ethyl]phenyl]carbamoyl]-6-isoquinolyl]oxy]acetyl]amino]ethyl]carbamate CN1C(=NN=C1)S[C@@H](C)C=1C=C(C=CC1)NC(=O)C=1N=CC2=CC=C(C=C2C1)OCC(=O)NCCNC(OC(C)(C)C)=O